OC1=C(C=CC=C1)C1=CC=CC=2NN=NC21 ortho-hydroxyphenyl-benzotriazole